acrylic, chloride C(C=C)(=O)Cl